2-(o-tolyl)-imidazoline C1(=C(C=CC=C1)C=1NCCN1)C